C(C)N(C1=C(C=CC(=C1)NCC1=CC=C(C=C1)C(F)(F)F)NC(C(C(CCCC)F)F)=O)CC N-(2-(Diethylamino)-4-((4-(trifluoromethyl)benzyl)amino)phenyl)-2,3-difluoroheptanamid